1-piperazin-1-yl-ethanone N1(CCNCC1)C(C)=O